2-(((3S,5S)-1-acryloyl-5-(hydroxymethyl)pyrrolidin-3-yl)amino)-6-(2-chloro-3,5-dimethoxyphenyl)pyrido[2,3-d]pyrimidin-7(8H)-one C(C=C)(=O)N1C[C@H](C[C@H]1CO)NC=1N=CC2=C(N1)NC(C(=C2)C2=C(C(=CC(=C2)OC)OC)Cl)=O